[N+](=O)([O-])C1=CC=C(C=C1)OC([O-])=O p-nitrophenyl-carbonate